Cl.Cl.NC1(CCS(CC1)(=O)=O)C 4-amino-4-methyltetrahydro-2H-thiopyran 1,1-dioxide dihydrochloride